C1(CC1)C1=NC(=CC(=C1)C1=C(C=C(C#N)C=C1)C1=NN=CN1C)N1C(C2=CC(=CC(=C2C1)F)CO)=O 4-{2-cyclopropyl-6-[4-fluoro-6-(hydroxymethyl)-1-oxo-3H-isoindol-2-yl]pyridin-4-yl}-3-(4-methyl-1,2,4-triazol-3-yl)benzonitrile